[3-{[2-(4-Chlorophenyl)imidazo[1,2-a]pyridin-3-yl]methyl}-3,9-diazabicyclo[4.2.1]non-9-yl](6-methoxypyridin-2-yl)methanone ClC1=CC=C(C=C1)C=1N=C2N(C=CC=C2)C1CN1CC2CCC(CC1)N2C(=O)C2=NC(=CC=C2)OC